(R)-[4-({7-[di(2H3)methylamino]-5-methyl-[1,2,4]triazolo[1,5-a]pyrimidin-6-yl}methyl)phenyl](imino)methyl-λ6-sulfanone C([2H])([2H])([2H])N(C1=C(C(=NC=2N1N=CN2)C)CC2=CC=C(C=C2)[SH2](=O)C=N)C([2H])([2H])[2H]